6-(cyclopropanecarboxamido)-N-(methyl-d3)-4-((5-methyl-2-(trifluoromethyl)-4,5-dihydro-[1,2,4]triazolo[1,5-a]quinoxalin-6-yl)amino)nicotinamide C1(CC1)C(=O)NC1=NC=C(C(=O)NC([2H])([2H])[2H])C(=C1)NC1=C2N(CC=3N(C2=CC=C1)N=C(N3)C(F)(F)F)C